CS(=O)(=O)OCC=1N=C(SC1Br)CC (5-bromo-2-ethyl-thiazol-4-yl)methyl methanesulfonate